(e)-(Buta-1,3-dien-1-yloxy)triethylsilan C(=C\C=C)/O[Si](CC)(CC)CC